FC=1C(=C(C=CC1F)[C@@H]1[C@@H](O[C@]([C@@H]1C)(C(F)(F)F)C)C(=O)NC1=CC(=NC=N1)C(=O)N)OC 6-[[(2R,3R,4R,5R)-3-(3,4-difluoro-2-methoxy-phenyl)-4,5-dimethyl-5-(trifluoromethyl)tetrahydrofuran-2-carbonyl]amino]pyrimidine-4-carboxamide